(R)-(1,5-bis(but-3-yn-1-ylamino)-1,5-dioxo-pentan-2-yl)carbamic acid tert-butyl ester C(C)(C)(C)OC(N[C@@H](C(=O)NCCC#C)CCC(=O)NCCC#C)=O